OC=1C=C2C(N(C(C2=CC1)=O)C1C(N(C(CC1)=O)C(=O)OC(C)(C)C)=O)=O tert-butyl 3-(5-hydroxy-1,3-dioxo-2,3-dihydro-1H-isoindol-2-yl)-2,6-dioxo-piperidine-1-carboxylate